NC1=NN=C(S1)CCCCC1=CC=C(N=N1)NC(CC1=CC(=CC=C1)OC(F)(F)F)=O N-(6-(4-(5-amino-1,3,4-thiadiazol-2-yl)butyl)pyridazin-3-yl)-2-(3-trifluoromethoxyphenyl)acetamide